FC1=C(C(=CC=C1)F)C1=N[C@H](C2=NN=C(N2C=2SC=3CC[C@@H](CCC3C12)F)C)C (7s,14r)-9-(2,6-difluorophenyl)-14-fluoro-3,7-dimethyl-18-thia-2,4,5,8-tetraazatetracyclo[8.8.0.02,6.011,17]octadeca-1(10),3,5,8,11(17)-pentaene